3,6,7,2',6'-pentahydroxyflavonol OC1(C(OC2=CC(=C(C=C2C1=O)O)O)C1=C(C=CC=C1O)O)O